9-(4-nitrophenoxy)-10-(4-nitrophenyl)anthracene ethyl-2,3,6,6-tetramethyl-2-cyclohexencarboxylate C(C)OC(=O)C1C(=C(CCC1(C)C)C)C.[N+](=O)([O-])C1=CC=C(OC=2C3=CC=CC=C3C(=C3C=CC=CC23)C2=CC=C(C=C2)[N+](=O)[O-])C=C1